[Cl-].C(C1=CC=CC=C1)[N+](C)(C)C benzyl-(trimethyl)ammonium chloride